NC1=NC=2C=CC(=CC2C2=C1C=NN2C)C(=O)N(C)[C@@H]2COCC1=NC(=CC=C12)OCC 4-amino-N-((5S)-2-ethoxy-5,8-dihydro-6H-pyrano[3,4-b]pyridin-5-yl)-N,1-dimethyl-1H-pyrazolo[4,3-c]quinoline-8-carboxamide